2-methyl-1-pentyl-1H-indol CC=1N(C2=CC=CC=C2C1)CCCCC